[C@@H]1(CC12CCC2)C=2C=1N(N=C(C2)C=2C(NC(NC2)=O)=O)C=CN1 (S)-5-(8-(spiro[2.3]hexan-1-yl)imidazo[1,2-b]pyridazin-6-yl)pyrimidine-2,4(1H,3H)-dione